CNC(=O)C=1C=C(C=C2C1C(=C(O2)C2=CC=C(C=C2)OC)C2=CC(=CC(=C2)OC)OC)OC n-methyl-2-(4-methoxyphenyl)-3-(3,5-dimethoxyphenyl)-6-methoxy-4-benzofurancarboxamide